CCCCCCCCCCCCCCCC[N+]1C=CC=CC=1.O.[Cl-] Cetylpyridinium chloride